N-(4-(4-Amino-6-ethynyl-5-(quinolin-3-yl)-7H-pyrrolo[2,3-d]pyrimidin-7-yl)bicyclo-[2.2.1]heptan-1-yl)-5-(morpholinomethyl)pyrazine-2-carboxamide NC=1C2=C(N=CN1)N(C(=C2C=2C=NC1=CC=CC=C1C2)C#C)C21CCC(CC2)(C1)NC(=O)C1=NC=C(N=C1)CN1CCOCC1